(3S,11aR)-7-((4-(4-chloro-3-fluorophenoxy)-3-fluorobenzyl)oxy)-3,4-dihydro-1H,9H,11H-3,11a-methanopyrimido[6',1':2,3]imidazo[5,1-c][1,4]oxazin-9-one ClC1=C(C=C(OC2=C(C=C(COC3=NC(N4C(N5[C@@]6(CO[C@H](C5)C6)C4)=C3)=O)C=C2)F)C=C1)F